4-amino-3,3-dimethyl-butyronitrile NCC(CC#N)(C)C